((S)-1-(((S)-3-(3,6-difluoro-9H-carbazol-9-yl)-2-hydroxypropyl)amino)propan-2-yl)carbamic acid tert-butyl ester C(C)(C)(C)OC(N[C@H](CNC[C@@H](CN1C2=CC=C(C=C2C=2C=C(C=CC12)F)F)O)C)=O